C1(CC1)C1=CN(C=2N=CN=C(C21)N)C(C)C=2N=NN(C2)C2=C(C=CC=C2)F 5-Cyclopropyl-7-{1-[1-(2-fluorophenyl)-1H-1,2,3-triazol-4-yl]ethyl}-7H-pyrrolo[2,3-d]pyrimidin-4-amine